6-(1-(2-[(3aR,7aR)-4-(3-fluorophenyl)-hexahydro-2H-pyrrolo[3,2-b]pyridin-1-yl]pyridin-4-yl)piperidin-4-yl)hexan-1-ol FC=1C=C(C=CC1)N1[C@H]2[C@@H](CCC1)N(CC2)C2=NC=CC(=C2)N2CCC(CC2)CCCCCCO